4-((2s,4r)-4-(2-fluoroethoxy)-1-((5-methoxy-7-methyl-1H-indol-4-yl)sulfonyl)piperidin-2-yl)benzoic acid FCCO[C@H]1C[C@H](N(CC1)S(=O)(=O)C1=C2C=CNC2=C(C=C1OC)C)C1=CC=C(C(=O)O)C=C1